C(CCCCCCCCCCCCCCC)(=O)N(C)CC(=O)[O-].[Na+] sodium palmitoylsarcosinate